1-(5-(((1S,4S)-2,5-diazabicyclo[2.2.1]heptan-2-yl)methyl)pyrazolo[1,5-a]pyridin-3-yl)-3-(2,4-dimethoxybenzyl)dihydropyrimidine-2,4(1H,3H)-dione [C@@H]12N(C[C@@H](NC1)C2)CC2=CC=1N(C=C2)N=CC1N1C(N(C(CC1)=O)CC1=C(C=C(C=C1)OC)OC)=O